9,10-dihydro-9-oxa-10-phosphono-phenanthrene P(=O)(O)(O)C1OC2=CC=CC=C2C=2C=CC=CC12